BrC=1C=C(C=2C(=NC(=NC2C1)C)N)NCC1=CC=C(C=C1)OC 7-bromo-N5-(4-methoxybenzyl)-2-methylquinazoline-4,5-diamine